3,8-diazabicyclo[3.2.1]Octane-8-formate C12CNCC(CC1)N2C(=O)[O-]